4-methyl-5-[4-(2-methyl-1H-benzimidazole-4-carbonyl)-piperazin-1-yl]-benzofuran-2-carboxylic acid CC1=C(C=CC2=C1C=C(O2)C(=O)O)N2CCN(CC2)C(=O)C2=CC=CC=1NC(=NC12)C